2-((7-(4-fluorobenzoyl)-8-methyl-3-(3-Methyl-1,2,4-thiadiazol-5-yl)-5,6,7,8-tetrahydroimidazo[1,5-a]pyrazin-1-yl)amino)-2-oxoethyl-Glycolic acid FC1=CC=C(C(=O)N2C(C=3N(CC2)C(=NC3NC(CC(C(=O)O)O)=O)C3=NC(=NS3)C)C)C=C1